N-(4-cyclobutyl-3-(4-fluorophenyl)-1-methyl-1H-pyrazol-5-yl)-3,3-dimethylcyclobutane-1-carboxamide C1(CCC1)C=1C(=NN(C1NC(=O)C1CC(C1)(C)C)C)C1=CC=C(C=C1)F